SCCC[Na] 3-mercaptopropylsodium